norborn-2-ene-5-carboxylate C12C=CC(C(C1)C(=O)[O-])C2